N-(4-(benzo[d][1,3]dioxol-5-yl)butan-2-yl)aniline O1COC2=C1C=CC(=C2)CCC(C)NC2=CC=CC=C2